S1C(=CC=C1)BC=1SC=CC1 dithienylborane